2-hydroxy-1-(4-(4-(2-hydroxy-2-methylpropionyl)phenoxy)phenyl)-2-methylpropan-1-one OC(C(=O)C1=CC=C(C=C1)OC1=CC=C(C=C1)C(C(C)(C)O)=O)(C)C